O=C([C@@H](C)NC(OC(C)(C)C)=O)N1CC(C1)C1=CC=CC=C1 (R)-tert-butyl (1-oxo-1-(3-phenylazetidin-1-yl)propan-2-yl)carbamate